(2S,5R)-5-(2-chlorophenyl)-1-(4-(isoxazol-5-yl)benzoyl)pyrrolidine-2-carboxylic acid ClC1=C(C=CC=C1)[C@H]1CC[C@H](N1C(C1=CC=C(C=C1)C1=CC=NO1)=O)C(=O)O